3-hydroxy-3-phenyl-8-azabicyclo[3.2.1]octane-8-carboxylic acid tert-butyl ester C(C)(C)(C)OC(=O)N1C2CC(CC1CC2)(C2=CC=CC=C2)O